BrCCOC1=C(C=O)C=C(C=C1)[N+](=O)[O-] 2-(2-Bromoethoxy)-5-nitrobenzaldehyde